O=C1C=2N(C=CN1)N=C(C2C(C)C)C(=O)N 4-oxo-3-(propan-2-yl)-4,5-dihydropyrazolo[1,5-a]pyrazine-2-carboxamide